Cl.Cl.C(C1=CC=CC=C1)C1=CC2=C(C=N1)C(CN2C(CN2[C@H](CN[C@@H](C2)C)C(=O)N2CCCC2)=O)(C)C 1-{6-Benzyl-3,3-dimethyl-1H,2H,3H-pyrrolo[3,2-c]pyridin-1-yl}-2-[(2R,5R)-5-methyl-2-[(pyrrolidin-1-yl)carbonyl]piperazin-1-yl]ethan-1-one dihydrochloride